2-Ethylhexyl 2-hydroxycyclohexanecarboxylate OC1C(CCCC1)C(=O)OCC(CCCC)CC